6-chloro-N-(1,5-dimethyl-1H-pyrazol-4-yl)-7-fluoroquinazolin-2-amine ClC=1C=C2C=NC(=NC2=CC1F)NC=1C=NN(C1C)C